methyl 6-(2-(2-chlorophenyl)azepan-1-yl)-4-fluoronicotinate ClC1=C(C=CC=C1)C1N(CCCCC1)C1=NC=C(C(=O)OC)C(=C1)F